C(CCCCCCCCCCC)OCC(OCCCCCCCCCCCC)CO L-1,2-dilaurylglycerol